methacryloyl ethyl borate B(OC(C(=C)C)=O)(OCC)[O-]